OCC1(CCCCC1)C(=O)O 1-(Hydroxymethyl)Cyclohexane-1-Carboxylic Acid